Cis-tetrahydrofuran-3,4-diol O1C[C@H]([C@H](C1)O)O